OC1=CC=C2C=CC3=C(C=CC4=CC=C1C2=C34)O 1,6-dihydroxypyrene